[O-]S(=O)(=O)C(F)(F)F.[Ru+](Cl)(Cl)Cl Ruthenium chloride triflate